3-bromo-4-methyl-5-(trifluoromethyl)aniline BrC=1C=C(N)C=C(C1C)C(F)(F)F